tert-butyl 4-(2-((1-((3-((4-chlorobenzyl)carbamoyl)-8-oxo-5,6-dihydroimidazo[1,5-a]pyrazin-7(8H)-yl)methyl)cyclopropyl)sulfonyl)propan-2-yl)-2,2-dimethyloxazolidine-3-carboxylate ClC1=CC=C(CNC(=O)C2=NC=C3N2CCN(C3=O)CC3(CC3)S(=O)(=O)C(C)(C)C3N(C(OC3)(C)C)C(=O)OC(C)(C)C)C=C1